CCNCCCCCCOC1=CC=C2C=C(C(OC2=C1)=NO)C(C)=O 7-[6-(2-ethylamino)hexyloxy]-3-acetylcoumarin oxime